COC=1C=C(CN2C(=CC3=CC=CC=C23)C(=O)N2CCN(CC2)C2=NC=CC=N2)C=CC1 (1-(3-methoxybenzyl)-1H-indol-2-yl)(4-(pyrimidin-2-yl)piperazin-1-yl)methanone